FC(COC1=C(C=C(C(=N1)OC)NS(=O)(=O)C1=CN=C2N1C=CC(=C2)C2(COC2)O)F)F N-[6-(2,2-difluoroethoxy)-5-fluoro-2-methoxy-3-pyridyl]-7-(3-hydroxyoxetan-3-yl)imidazo[1,2-a]pyridine-3-sulfonamide